FC1(CC(C1)C(=O)NNC(=O)OC(C)(C)C)F tert-butyl 2-[(3,3-difluorocyclobutyl)carbonyl]hydrazinecarboxylate